C1(CC1)S(=O)(=O)N1N=CC(=C1)C1=NC=CC(=N1)NC1=CC(=C(C=N1)C1=NC=CC(=C1)NCCN1CCOCC1)NC1CCC(CC1)(O)C (1s,4s)-4-((6'-((2-(1-(Cyclopropylsulfonyl)-1H-pyrazol-4-yl)pyrimidin-4-yl)amino)-4-((2-morpholinoethyl)amino)-[2,3'-bipyridin]-4'-yl)amino)-1-methylcyclohexan-1-ol